C[N+]1=C2C=CC=CC2=C(C2=CC=CC=C12)C(=O)[O-] 10-methylacridin-10-ium-9-carboxylate